(6R,7R,8S)-8-ethyl-4-azaspiro[2.5]octane-6,7-diol C(C)[C@@H]1[C@H]([C@@H](CNC12CC2)O)O